[Cl-].C(C(=C)C)(=O)OCC[N+](CCC[Si](OC)(OC)OC)(C)C 2-methacryloyloxyethyl-dimethyl-(3-trimethoxysilylpropyl)ammonium chloride